ClC=1C(=NC(=CC1)OC)C(=O)N1C2CN(C(C1)CC2)CC2=C(N=C1N2C=CC=N1)C1=CC=C(C=C1)C(C)C (3-chloro-6-methoxypyridin-2-yl)(5-{[2-(4-isopropylphenyl)imidazo[1,2-a]pyrimidin-3-yl]methyl}-2,5-diazabicyclo[2.2.2]oct-2-yl)methanone